5-phenylpentan-2,4-dienoic acid C1(=CC=CC=C1)C=CC=CC(=O)O